(5S)-8-Chloro-N-ethyl-1-[trans-4-(pyridin-2-yloxy)cyclohexyl]-5,6-dihydro-4H-[1,2,4]triazolo[4,3-a][1]benzazepin-5-amin ClC=1C=CC2=C(C[C@@H](CC=3N2C(=NN3)[C@@H]3CC[C@H](CC3)OC3=NC=CC=C3)NCC)C1